ClC1=CC=C(C(=N1)C1=NN(C=N1)C)NC(C)C=1C=2C3=C(N(C(C2C=C(C1)C)=O)C)N(N=C3)C3CCN(CC3)CCO 9-[1-[[6-chloro-2-(1-methyl-1,2,4-triazol-3-yl)-3-pyridinyl]amino]ethyl]-3-[1-(2-hydroxyethyl)-4-piperidinyl]-4,7-dimethyl-pyrazolo[3,4-c]isoquinolin-5-one